COC(=O)C(CCCCCC)C(CC)C(=O)OCC1=CC=CC=C1 decane-7,8-dicarboxylic acid 8-benzyl 7-methyl ester